C12C3CC3C(C3CC31)C2 (1r,2R,4S,5r,6R,8S)-tetracyclo[3.3.1.02,4.06,8]nonane